N-[4-(3-cyanophenyl)-5-(2,6-dimethyl-4-pyridinyl)thiazol-2-yl]-4-(1,2,4-oxadiazol-5-yl)piperidine-1-carboxamide C(#N)C=1C=C(C=CC1)C=1N=C(SC1C1=CC(=NC(=C1)C)C)NC(=O)N1CCC(CC1)C1=NC=NO1